COC1=NC=NC(=C1C1=C(C=2C=NC(=CC2N1)NC(=O)[C@H]1[C@H](C1)F)C)OC (1S,2S)-N-(2-(4,6-dimethoxypyrimidin-5-yl)-3-methyl-1H-pyrrolo[3,2-c]pyridin-6-yl)-2-fluorocyclopropane-1-carboxamide